ClC1=C(C(=CC=C1)C)NC(=O)C1=CN=C(S1)NC1=NC(=NC(=C1)N1CCC(CC1)N1CCN(CC1)CC=1C=C2C(N(C(C2=CC1)=O)C1C(NC(CC1)=O)=O)=O)C N-(2-chloro-6-methylphenyl)-2-((6-(4-(4-((2-(2,6-dioxopiperidin-3-yl)-1,3-dioxoisoindolin-5-yl)methyl)piperazin-1-yl)piperidin-1-yl)-2-methylpyrimidin-4-yl)amino)thiazole-5-carboxamide